C1(CC1)N(C(=O)C1=NN2C(N(C3=C(C2=O)CN(C3=O)[C@H](COC)C)CC(=O)NC3=NC=C(C=C3)F)=C1)C N-cyclopropyl-4-{2-[(5-fluoropyridin-2-yl)amino]-2-oxoethyl}-6-[(2S)-1-methoxyprop-2-yl]-N-methyl-5,8-dioxo-5,6,7,8-tetrahydro-4H-pyrazolo[1,5-a]pyrrolo[3,4-d]pyrimidine-2-carboxamide